N=1C=CN2C1C(=CC=C2)N2C[C@@H](N(C[C@H]2C)C2=CC(N(C=1C=CC(=NC21)C#N)C)=O)C 8-((2S,5R)-4-(Imidazo[1,2-a]pyridin-8-yl)-2,5-dimethylpiperazin-1-yl)-5-methyl-6-oxo-5,6-dihydro-1,5-naphthyridin-2-carbonitril